O=C1N(CCC(N1)=O)C1=NN(C2=CC(=CC=C12)C1CCN(CC1)CC=1C=C(C=CC1)S(=O)(=O)N1C[C@H]([C@H](CC1)NC(OC(C)(C)C)=O)F)C |r| rac-tert-butyl ((3R,4S)-1-((3-((4-(3-(2,4-dioxotetrahydro-pyrimidin-1(2H)-yl)-1-methyl-1H-indazol-6-yl)piperidin-1-yl)methyl)phenyl)sulfonyl)-3-fluoropiperidin-4-yl)carbamate